ClC1=C(C(=CC=C1Cl)O)[C@H]1C[C@@H]2N(C([C@H](N(C2=O)C)CO)=O)CC1 (3R,8R,9aS)-8-(2,3-dichloro-6-hydroxyphenyl)-3-(hydroxymethyl)-2-methyl-hexahydropyrido[1,2-a]pyrazine-1,4-dione